C(C)OC(=O)C1=C(C(=NN1CC1=C(C=C(C=C1)C(=O)OC)OC)C)N.C1(CC1)C(=O)N1[C@@H]([C@H](C[C@@H]1C#C)O)C Cyclopropyl((2R,3S,5R)-5-ethynyl-3-hydroxy-2-methylpyrrolidin-1-yl)methanone ethyl-4-amino-1-(2-methoxy-4-(methoxycarbonyl)benzyl)-3-methyl-1H-pyrazole-5-carboxylate